CC1=C(C(=CC(=C1)C)C)C1=CC=C(C=C1)C(CCC)C1N=C(C=N1)C(=O)O 2-(1-(2',4',6'-trimethyl-[1,1'-biphenyl]-4-yl)butyl)-2H-imidazole-5-carboxylic acid